(Z)-N-[1-[(2-chloropyrimidin-5-yl)methyl]-2-pyridylidene]-2,2,2-tri-fluoro-acetamide ClC1=NC=C(C=N1)CN1\C(\C=CC=C1)=N/C(C(F)(F)F)=O